C(C)(C)C1=CC=C(C=C1)SC1=C(C(=O)O)C=CC=C1 (4-isopropylbenzenesulfenyl)benzoic acid